BrC=1C=C(C(=O)NCC(C)C)C=CN1 2-bromo-N-isobutyl-isonicotinamide